(3s,5s)-3-aminomethyl-7-(2-chloro-phenoxy)-5-methyl-heptanoic acid NC[C@H](CC(=O)O)C[C@@H](CCOC1=C(C=CC=C1)Cl)C